C(C)(C)(C)OC(=O)\N=C(/N(C([2H])([2H])[2H])CC(=O)OCC)\NC(CCCCCCCCCC)=O (Z)-ethyl 2-(2-(tert-butoxycarbonyl)-1-trideuteriomethyl-3-undecanoylguanidino)acetate